C(C=CC=CCCCCC)(=O)OCC ETHYL DECA-2,4-DIENOATE